4-(4-(3-(7-fluoro-1-oxo-1,2-dihydroisoquinolin-3-yl)propyl)piperazin-1-yl)benzonitrile FC1=CC=C2C=C(NC(C2=C1)=O)CCCN1CCN(CC1)C1=CC=C(C#N)C=C1